4-(2-aminopropan-2-yl)-2-[6-(4-ethyl-4H-1,2,4-triazol-3-yl)pyridin-2-yl]-6-(1-methylcyclopropyl)-2,3-dihydro-1H-pyrrolo[3,4-c]pyridin-1-one NC(C)(C)C1=NC(=CC2=C1CN(C2=O)C2=NC(=CC=C2)C2=NN=CN2CC)C2(CC2)C